Benzyl ((S)-3-cyclohexyl-1-oxo-1-(((S)-1-oxo-3-((S)-2-oxopyrrolidin-3-yl)propan-2-yl)amino)propan-2-yl)carbamate C1(CCCCC1)C[C@@H](C(N[C@H](C=O)C[C@H]1C(NCC1)=O)=O)NC(OCC1=CC=CC=C1)=O